3-(N,N-diallyl)amino-4-methoxyacetanilide CC(=O)NC1=CC(=C(C=C1)OC)N(CC=C)CC=C